(3-{2-[(3,5-dimethylphenyl)amino]pyrimidin-4-yl}-1-methyl-1H-pyrazol-5-yl)[(3S)-3-hydroxypyrrolidin-1-yl]methanone CC=1C=C(C=C(C1)C)NC1=NC=CC(=N1)C1=NN(C(=C1)C(=O)N1C[C@H](CC1)O)C